1-((2-(2,2-Difluoropropoxy)pyridin-4-yl)methyl)-3-(2-(1-(trifluoromethyl)cyclopropyl)ethyl)urea FC(COC1=NC=CC(=C1)CNC(=O)NCCC1(CC1)C(F)(F)F)(C)F